aminoethanol hydrogensulfate S(=O)(=O)(O)OC(C)N